2',3-Bis[3-(3,5-di-tert-butyl-4-hydroxyphenyl)propionyl]propionohydrazide iridium(III) [Ir+3].C(C)(C)(C)C=1C=C(C=C(C1O)C(C)(C)C)CCC(=O)NNC(CCC(CCC1=CC(=C(C(=C1)C(C)(C)C)O)C(C)(C)C)=O)=O